C(C)(=O)OCCOC(C)(C)C ethylene glycol mono-tertiary-butyl ether acetate